N,N-bis(2-ethyl-7-phenyl-1H-indenyl)p-toluenesulfonamide zirconium dichloride [Cl-].[Cl-].[Zr+2].C(C)C=1C(C2=C(C=CC=C2C1)C1=CC=CC=C1)N(S(=O)(=O)C1=CC=C(C)C=C1)C1C(=CC2=CC=CC(=C12)C1=CC=CC=C1)CC